BrC1=C(OCC=2C=C(C=CC2OC)/C=C/C(=O)C2=CC=C(C=C2)O)C=CC=C1 (E)-3-[3-[(2-Bromophenoxy)methyl]-4-methoxyphenyl]-1-(4-hydroxyphenyl)prop-2-en-1-one